4-[6-(hydroxymethyl-d2)furo[3,2-c]pyridin-4-yl]benzoic acid OC(C1=CC2=C(C(=N1)C1=CC=C(C(=O)O)C=C1)C=CO2)([2H])[2H]